N-((4,6-dimethyl-2-oxo-1,2-dihydropyridin-3-yl)methyl)-4-(trifluoromethyl)benzamide CC1=C(C(NC(=C1)C)=O)CNC(C1=CC=C(C=C1)C(F)(F)F)=O